(2-fluoro-3-{1-[4-(piperidin-4-yl)phenyl]-3-(pyridin-4-yl)pyrazol-4-yl}phenyl)propane-1-sulfonamide hydrochloride Cl.FC1=C(C=CC=C1C=1C(=NN(C1)C1=CC=C(C=C1)C1CCNCC1)C1=CC=NC=C1)C(CC)S(=O)(=O)N